NC1=C(C(=NN1C(C)C)C1=NOC(=C1)C1CC1)C(=O)N 5-amino-3-(5-cyclopropylisoxazol-3-yl)-1-isopropyl-1H-pyrazole-4-carboxamide